methyl 7-formyl-3,3-dimethyl-2,3-dihydrofuro[3,2-b]pyridine-5-carboxylate C(=O)C1=C2C(=NC(=C1)C(=O)OC)C(CO2)(C)C